(R)-(1,3-dimethyl-1H-pyrazol-5-yl)(4-(pyrazolo[1,5-a]pyridin-2-yl)-6,7-dihydro-1H-imidazo[4,5-c]pyridin-5(4H)-yl)methanone CN1N=C(C=C1C(=O)N1[C@H](C2=C(CC1)NC=N2)C2=NN1C(C=CC=C1)=C2)C